C(\C=C\C(=O)OC(C)(C)CC)(=O)OC1CCC(CC1)C(C)(C)CC (4-tert-pentylcyclohexyl) tert-pentyl fumarate